imidazo[1,2-a]Pyrimidine dihydrochloride Cl.Cl.N=1C=CN2C1N=CC=C2